{[1-(6-chloropyridin-3-yl)ethyl](methyl)oxy-λ4-sulfanylidene}cyanamide ClC1=CC=C(C=N1)C(C)S(OC)=NC#N